CS(=O)(=O)C=1N=CC2=C(N1)N=C(C=C2C#C[Si](C(C)C)(C(C)C)C(C)C)N2C(OCC2)=O 3-{2-methanesulfonyl-5-[2-(triisopropylsilyl)ethynyl]pyrido[2,3-d]pyrimidin-7-yl}-1,3-oxazolidin-2-one